(E)-N1-(6-(3,5-bis(trifluoromethyl)benzylidene)-5-oxo-5,6,7,8-tetrahydronaphthalen-2-yl)-N6-hydroxyadipamide FC(C=1C=C(\C=C/2\C(C=3C=CC(=CC3CC2)NC(CCCCC(=O)NO)=O)=O)C=C(C1)C(F)(F)F)(F)F